[(3-fluoro-2-methylphenyl)amino]-2-(6-methoxy-1,5-naphthyridin-4-yl)-1H,5H,6H,7H-pyrrolo[3,2-c]pyridin-4-one FC=1C(=C(C=CC1)NN1C(=CC=2C(NCCC21)=O)C2=CC=NC1=CC=C(N=C21)OC)C